1-(2,5-Dimethoxyphenyl)-4-((3-((2-(2,6-dioxopiperidin-3-yl)-1-oxoisoindol-4-yl)oxy)propyl)-L-prolyl)cyclohexane-1-carbonitrile COC1=C(C=C(C=C1)OC)C1(CCC(CC1)C([C@H]1N(CCC1)CCCOC1=C2CN(C(C2=CC=C1)=O)C1C(NC(CC1)=O)=O)=O)C#N